3-[methoxy(methyl)carbamoyl]pyrrolidine-1-carboxylic acid tert-butyl ester C(C)(C)(C)OC(=O)N1CC(CC1)C(N(C)OC)=O